OC1=CC(=NC(=N1)SC)[C@H](C)NC(C1=NC=C(C=C1)OC)=O (S)-N-(1-(6-hydroxy-2-(methylthio)pyrimidin-4-yl)ethyl)-5-methoxypicolinamide